C(C1=CC=CC=C1)N(C1=CC=CC=C1)C(C)(C)C N-benzyl-tertiary butyl-aniline